C1CNCCC1C(=O)NC2=CC=CC=C2 N-phenylpiperidine-4-carboxamide